N-(2-(4-(tert-butyl)phenyl)-6-isopropyl-6H-pyrrolo[3,4-d]pyrimidin-4-yl)-5-nitrothiophene-2-carboxamide C(C)(C)(C)C1=CC=C(C=C1)C=1N=C(C=2C(N1)=CN(C2)C(C)C)NC(=O)C=2SC(=CC2)[N+](=O)[O-]